ClC=1C(=C(C=CC1N[C@@H](C)C1=C(C=CC(=C1)Cl)F)S(=O)(=O)NC=1N=CSC1)F (S)-3-chloro-4-((1-(5-chloro-2-fluorophenyl)ethyl)amino)-2-fluoro-N-(thiazol-4-yl)benzenesulfonamide